N[C@H]1CN(C[C@@H](C1)F)C(=O)C1=CC2=C(N(C(=N2)C2=CC=3C(=NC(=CC3)C3=C(C(=C(C(=C3)Cl)O)Cl)C)N2CC2CC2)C)C(=C1)OC 4-(2-{5-[(3R,5R)-3-amino-5-fluoropiperidine-1-carbonyl]-7-methoxy-1-methyl-1H-1,3-benzodiazol-2-yl}-1-(cyclopropylmethyl)-1H-pyrrolo[2,3-b]pyridin-6-yl)-2,6-dichloro-3-methylphenol